C(CC)(=O)NCC propionylethylamine